O=S1(CCN(CC1)C1=NN=C(S1)C=1C(=CC(=NC1)C1=CC=C2N1N=CC(=C2)C#N)NC(C)C)=O 7-(5-(5-(1,1-dioxidothiomorpholino)-1,3,4-thiadiazol-2-yl)-4-(isopropylamino)pyridin-2-yl)pyrrolo[1,2-b]pyridazine-3-carbonitrile